ClCC(CO)O 3-chloro-1,2-propylene glycol